C(C)N(CCCN(CCOC(OC(CCCCCCCCC(=O)OCC(CCCCCC)CCCC)CCCCCC)=O)CCOC(OC(CCCCCCCCC(=O)OCC(CCCCCC)CCCC)CCCCCC)=O)CC bis(2-butyloctyl) 16-(3-(diethylamino)propyl)-10,22-dihexyl-12,20-dioxo-11,13,19,21-tetraoxa-16-azahentriacontanedioate